C(C)(=O)OC(C)CBr bromopropan-2-yl acetate